N-(3-((cyclopropylmethyl)sulfonyl)phenyl)-2-fluoronicotinamide C1(CC1)CS(=O)(=O)C=1C=C(C=CC1)NC(C1=C(N=CC=C1)F)=O